FC=1C(=CC(=C(C(=O)NC2=C(C=CC=C2)C)C1)O[C@H](C(F)(F)F)C)N1N=C2N(CCCC2)C1=O 5-fluoro-N-(2-methylphenyl)-4-(3-oxo-5,6,7,8-tetrahydro[1,2,4]triazolo[4,3-a]pyridin-2(3H)-yl)-2-{[(2S)-1,1,1-trifluoropropan-2-yl]oxy}benzamide